1-(2-nitrophenyl)tetrazole [N+](=O)([O-])C1=C(C=CC=C1)N1N=NN=C1